1-(6-(3,7,7-trimethyl-4-(6-methyl-1-(2H3)methyl-1H-indazol-7-yl)-7,8-dihydro-5H-pyrano[4,3-b]pyridin-2-yl)-2,6-diazaspiro[3.4]octan-2-yl)-2-propen-1-one CC=1C(=C2C(=NC1N1CC3(CN(C3)C(C=C)=O)CC1)CC(OC2)(C)C)C=2C(=CC=C1C=NN(C21)C([2H])([2H])[2H])C